OCTAHYDRO-4,8A-DIMETHYL-4A(2H)-NAPHTHOL CC1CCCC2(CCCCC12O)C